(5S)-2-(2,6-difluorophenyl)-N-[(3S)-9-fluoro-2-oxo-5-phenyl-1,3-dihydro-1,4-benzodiazepine-3-yl]-5-(hydroxymethyl)-6,7-dihydro-5H-pyrazolo[5,1-b][1,3]Oxazine-3-carboxamide FC1=C(C(=CC=C1)F)C1=NN2C(O[C@@H](CC2)CO)=C1C(=O)N[C@@H]1C(NC2=C(C(=N1)C1=CC=CC=C1)C=CC=C2F)=O